N-[1-(2,6-Difluoro-4-methoxyphenyl)-4-(2-fluorophenyl)-1H-imidazol-2-yl]-4-(difluoromethoxy)benzamide FC1=C(C(=CC(=C1)OC)F)N1C(=NC(=C1)C1=C(C=CC=C1)F)NC(C1=CC=C(C=C1)OC(F)F)=O